NC1=C(C(=NN1C1COCC1)C1=CC=C(C=C1)Br)C#N 5-amino-3-(4-bromophenyl)-1-Tetrahydrofuran-3-yl-pyrazole-4-carbonitrile